F\C(\C(=O)O)=C/C1=NC(=CC=C1)OC (Z)-2-fluoro-3-(6-methoxypyridin-2-yl)acrylic acid